(R)-N-((2R,3R,4R,5S,6S)-6-((7H-purin-6-yl)amino)-4,5-dihydroxy-2-(hydroxymethyl)tetrahydro-2H-pyran-3-yl)-2-amino-3-hydroxypropanamide N1=CN=C2N=CNC2=C1N[C@@H]1[C@H]([C@@H]([C@H]([C@@H](O1)CO)NC([C@@H](CO)N)=O)O)O